C1(CCCCC1)N(C(CCCOC=1C=C2C=CC(N(C2=CC1)C)=O)=O)C N-cyclohexyl-N-methyl-4-(1-methyl-2-oxo-1,2-dihydroquinolin-6-yl)oxybutyramide